FC1=C(OC2=CC(=NC(=N2)N)N)C(=C(C(=C1F)C=C)F)F 6-(2,3,5,6-tetrafluoro-4-vinylphenoxy)pyrimidine-2,4-diamine